N-(2-aminoethyl)-5-((3aS,4S,6aR)-2-oxohexahydro-1H-thieno[3,4-d]imidazol-4-yl)pentanamide hydrochloride Cl.NCCNC(CCCC[C@@H]1SC[C@@H]2NC(N[C@@H]21)=O)=O